4-(2-((1H-pyrazol-4-yl)amino)-5-fluoropyrimidin-4-yl)-2-fluorobenzoic Acid N1N=CC(=C1)NC1=NC=C(C(=N1)C1=CC(=C(C(=O)O)C=C1)F)F